CN(CCN(C1=C(C=C(C(=C1)OC)NC1=NC=CC(=N1)C1=CN(C2=CC(=CC=C12)I)C)[N+](=O)[O-])C)C N1-(2-(dimethylamino)ethyl)-N4-(4-(6-iodo-1-methyl-1H-indol-3-yl)pyrimidin-2-yl)-5-methoxy-N1-methyl-2-nitrobenzene-1,4-diamine